N=1NC(=C2C=CC=CC12)S(=O)(=O)C[C@H](COC=1C=C(C=CC1)S(=O)(=O)NC)O 3-((2S)-3-(2H-indazol-3-ylsulfonyl)-2-hydroxypropoxy)-N-methylbenzenesulfonamide